FC1=C(C=C(C=C1)O)C(=O)N1CC2(C1)CC(C2)N2C[C@H](CC2)C2=C(C=CC=C2)C(F)(F)F (R)-(2-fluoro-5-hydroxyphenyl)(6-(3-(2-(trifluoromethyl)phenyl)pyrrolidin-1-yl)-2-azaspiro[3.3]heptan-2-yl)methanone